C(#N)C=1C=C(C=C(C1C=1C=NN(C1)C1CCNCC1)F)NC(CC1=NC(=CC=C1)C(F)(F)F)=O N-(3-cyano-5-fluoro-4-(1-(piperidin-4-yl)-1H-pyrazol-4-yl)phenyl)-2-(6-(trifluoromethyl)pyridin-2-yl)acetamide